C[Si](C(C(=O)OC1CCCCC1)C)(C)C cyclohexyl α-trimethylsilylpropionate